3-((1H-benzo[d]imidazol-2-yl)amino)-N-hydroxy-1-naphthamide N1C(=NC2=C1C=CC=C2)NC=2C=C(C1=CC=CC=C1C2)C(=O)NO